OC=1C=C(C=2CCCC2C1C)C(=O)OCC ethyl 6-hydroxy-7-methyl-indane-4-carboxylate